(2S,3S)-N-acetyl-2-(1,3-dioxoisoindolin-2-yl)-3-methylpentanamide C(C)(=O)NC([C@H]([C@H](CC)C)N1C(C2=CC=CC=C2C1=O)=O)=O